O=C1CC(CN1)C(=O)NCC1=CC=C(C=C1)NC1=C(C=CC=C1)N1CCC(CC1)C(F)(F)F 5-Oxo-N-(4-((2-(4-(trifluoromethyl)piperidin-1-yl)phenyl)amino)benzyl)pyrrolidine-3-carboxamide